CC1CCN(CC1)C=1C=CC(=NC1)N1CN=C(C(=C1)F)C=1C=C2C3(C(=NC2=CC1)C)CCCC3 N-(5-(4-methylpiperidin-1-yl)pyridin-2-yl)-5-fluoro-4-(2'-methylspiro[cyclopentane-1,3'-indol]-5'-yl)pyrimidine